N,N,N',N'-Tetramethylhexylendiamin CN(CCCCCCN(C)C)C